N[C@H]([C@@H](CC1=C(C=CC(=C1)OC)S(=O)(=O)NCC(C)C)O)CC1=CC=CC=C1 ((2R,3S)-3-amino-2-hydroxy-4-phenylbutyl)-N-isobutyl-4-methoxybenzenesulphonamide